4,9-dibromo-2,7-bis(2-octyldodecyl)benzo[lmn][3,8]phenanthroline BrC1=CC2=CN(C=C3C2=C2C(=CN(C=C12)CC(CCCCCCCCCC)CCCCCCCC)C=C3Br)CC(CCCCCCCCCC)CCCCCCCC